2'-[6-amino-5-(trifluoromethyl)pyridin-3-yl]-N-[1-(1-ethyl-5-methyl-1H-pyrazol-4-yl)ethyl]-5',6'-dihydrospiro[azetidine-3,4'-pyrrolo[1,2-b]pyrazole]-1-carboxamide NC1=C(C=C(C=N1)C=1C=C2N(N1)CCC21CN(C1)C(=O)NC(C)C=1C=NN(C1C)CC)C(F)(F)F